N1C(=CC2=CC=CC=C12)C(=O)N1CCC(CC1)C(F)(F)F (1H-indol-2-yl)(4-(trifluoromethyl)piperidin-1-yl)methanone